tert-butyl N-[(3R)-1-{2-[1-(cyclopropylmethyl)-5-phenyl-1H-pyrrol-2-yl]-1-methyl-1H-1,3-benzodiazole-5-carbonyl}piperidin-3-yl]carbamate C1(CC1)CN1C(=CC=C1C1=CC=CC=C1)C1=NC2=C(N1C)C=CC(=C2)C(=O)N2C[C@@H](CCC2)NC(OC(C)(C)C)=O